N-(4-hydroxy-phenyl)-4'-hydroxy-biphenyl-4-carboxamide OC1=CC=C(C=C1)NC(=O)C1=CC=C(C=C1)C1=CC=C(C=C1)O